2-benzyl-12'-hydroxy-3'-methyl-1',11'-dioxo-N-(2,4,6-trifluorobenzyl)-1',4',5',11'-tetrahydro-3'H,7'H-spiro[[1,3]dioxolane-4,6'-[2,7]methanopyrido[1,2-a][1,4]diazonine]-10'-carboxamide C(C1=CC=CC=C1)C1OCC2(CCC(N3C(C=4N(C2C3)C=C(C(C4O)=O)C(=O)NCC4=C(C=C(C=C4F)F)F)=O)C)O1